C(C)C1=C(C=CC(=C1)NS(=O)(=O)CC)C1=C2C(=NC(=C1)NC(=O)C1CC1)NC=C2 N-(4-(2-ethyl-4-(ethylsulfonylamino)phenyl)-1H-pyrrolo[2,3-b]pyridin-6-yl)cyclopropylcarboxamide